CCCCCCCCCCCCCCCCCCCCCCCC(=O)O n-tetracosanoic acid